FC1=C(C(=CC=C1)F)B(C1=C(C=CC=C1F)F)C1=C(C=CC=C1F)F tri(2,6-difluorophenyl)boron